C(C1=CC=CC=C1)N([C@@H]1CC[C@H]2CN(C[C@H]21)C(=O)C=2SC(=CC2)C)C=2N=NC(=CC2)Br [(3aS,4R,6aR)-4-[benzyl(6-bromo-3-pyridazinyl)amino]hexahydrocyclopenta[c]pyrrol-2(1H)-yl](5-methyl-2-thienyl)methanone